1-(3-fluoro-5-methyl-4-(3-(1-methyl-1H-pyrazol-4-yl)-1H-pyrazolo[3,4-c]pyridin-5-yl)benzyl)pyrrolidin-3-ol methyl-5-chloro-2-[(6-chloro-3-oxazol-5-yl-4-quinolyl)amino]benzoate CC=1C(=C(C(=O)OC2CN(CC2)CC2=CC(=C(C(=C2)C)C=2C=C3C(=CN2)NN=C3C=3C=NN(C3)C)F)C=C(C1)Cl)NC1=C(C=NC3=CC=C(C=C13)Cl)C1=CN=CO1